C(#N)C1=CN(C2=NC(=CC(=C21)C2=C(C(=C(C=C2C)[2H])OC)C)C(=O)N)CC 3-Cyano-1-ethyl-4-[3-methoxy-2,6-dimethyl(4-2H)phenyl]pyrrolo[2,3-b]pyridine-6-carboxamide